3,4-bis(methylene)nonanedioic acid C=C(CC(=O)O)C(CCCCC(=O)O)=C